C(#N)/C(/C(=O)NCC1=NC=NC=C1)=C(/O)\C1=CC(=C(C(=C1)[N+](=O)[O-])O)O (Z)-2-cyano-3-(3,4-dihydroxy-5-nitrophenyl)-3-hydroxy-N-(pyrimidin-4-ylmethyl)acrylamide